FC1=CC=C(OC2CCN(CC2)C(=O)C2=CN(C3=C2C(N(C=C3C)C)=O)C)C=C1 3-((4-(4-fluorophenoxy)piperidin-1-yl)carbonyl)-1,5,7-trimethyl-1,5-dihydro-4H-pyrrolo[3,2-c]pyridin-4-one